1-ETHOXYHEXANE C(C)OCCCCCC